C[Si](CC)(C)[Te][Si](CC)(C)C bis(dimethylethylsilyl) telluride